C(C)C1(OC(OC1=C)=O)C 4-ethyl-4-methyl-5-methylene-1,3-dioxolan-2-one